t-butyl (1-hydroxy-2-((methoxymethoxy)methyl)-4-(octylphenyl)but-2-yl)carbamate OCC(CCC1=C(C=CC=C1)CCCCCCCC)(COCOC)NC(OC(C)(C)C)=O